N-[(2E)-3-[(3-fluoro-4-methoxyphenyl)(methylimino)oxo-λ6-sulfanyl]prop-2-en-1-yl]-2-oxo-1H,2H,5H,6H,7H-cyclopenta[b]pyridine-3-carboxamide FC=1C=C(C=CC1OC)S(/C=C/CNC(=O)C1=CC2=C(NC1=O)CCC2)(=O)=NC